(R)-2-(3-(4-amino-3-(2-fluoro-6-(4-fluorophenoxy)pyridin-3-yl)-1H-pyrazolo[3,4-d]pyrimidin-1-yl)piperidine-1-carbonyl)-3-cyclopropylacrylonitrile NC1=C2C(=NC=N1)N(N=C2C=2C(=NC(=CC2)OC2=CC=C(C=C2)F)F)[C@H]2CN(CCC2)C(=O)C(C#N)=CC2CC2